(5-(2,3-dihydrobenzo[b][1,4]dioxine-6-carboxamido)-2-fluorophenyl)-2-((4-ethylpiperazin-1-yl)methyl)quinoline-6-carboxamide O1C2=C(OCC1)C=C(C=C2)C(=O)NC=2C=CC(=C(C2)C=2C(=NC1=CC=C(C=C1C2)C(=O)N)CN2CCN(CC2)CC)F